2-Pyridinecarboxamide N1=C(C=CC=C1)C(=O)N